ClC1=C(C(=CC=C1)N=C=O)N=C=O 3-chloro-1,2-phenylene diisocyanate